5-[4-[(R)-amino(3-chloro-2-fluoro-6-hydroxy-4-methylphenyl)methyl]piperidine-1-carbonyl]-1H-pyridin-2-one N[C@H](C1CCN(CC1)C(=O)C=1C=CC(NC1)=O)C1=C(C(=C(C=C1O)C)Cl)F